[3-[4-(1-Methylsulfonylcyclopropyl)phenyl]azetidin-1-yl]-[(3S)-3-(1H-1,2,4-triazol-5-yl)pyrrolidin-1-yl]methanone CS(=O)(=O)C1(CC1)C1=CC=C(C=C1)C1CN(C1)C(=O)N1C[C@H](CC1)C1=NC=NN1